COC1=C(C=CC(=C1)N1CCOCC1)N1C2=NC(=NC(=C2N=C1)N)N (2-methoxy-4-morpholinylphenyl)-9H-purine-2,6-diamine